5-[2-[(2S)-2-methylazetidin-1-yl]-6,7-dihydro-5H-cyclopenta[d]pyrimidin-4-yl]isoindoline-1,3-dione C[C@@H]1N(CC1)C=1N=C(C2=C(N1)CCC2)C=2C=C1C(NC(C1=CC2)=O)=O